alpha-trichloromethyl-benzyl alcohol acetate C(C)(=O)OC(C1=CC=CC=C1)C(Cl)(Cl)Cl